(E)-2-cyano-1-{[2-(4-{3-[3-(2-hydroxyethylamino)propoxy]phenyl}indoline-1-carbonyl)thiazol-5-yl]methyl}-3-(pyridin-4-yl)guanidine C(#N)/N=C(\NCC1=CN=C(S1)C(=O)N1CCC2=C(C=CC=C12)C1=CC(=CC=C1)OCCCNCCO)/NC1=CC=NC=C1